COC=1C=C(C=CC1C(=O)OC(C)(C)C)C1=CC=C(C=C1)NC([C@@H]1N(CCC1)C(NC1=CC=C(C=C1)C(C)C)=O)=O tert-butyl 3-methoxy-4'-[(1-{[4-(propan-2-yl)phenyl]carbamoyl}-D-prolyl)amino][1,1'-biphenyl]-4-carboxylate